NCCN1N(C(C=2CN(CCC21)CC2=CC(=CC(=C2)F)Cl)=O)CC2=CC=C(C=C2)Cl 1-(2-aminoethyl)-5-(3-chloro-5-fluorobenzyl)-2-(4-chlorobenzyl)-1,2,4,5,6,7-hexahydro-3H-pyrazolo[4,3-c]pyridin-3-one